1-(3-phenoxyphenyl)butan-2-one 2-hexyldecyl-6-bromohexanoate C(CCCCC)C(COC(CCCCCBr)=O)CCCCCCCC.O(C1=CC=CC=C1)C=1C=C(C=CC1)CC(CC)=O